tert-Butyl (S)-3-methyl-2-(2-oxo-3-(vinylsulfonyl)imidazolidin-1-yl)butanoate CC([C@@H](C(=O)OC(C)(C)C)N1C(N(CC1)S(=O)(=O)C=C)=O)C